ClC1=CC(=C(C=C1)C=1C=2N(N=C(C1)N1CC(OCC1)C1=NOC(=N1)C)C(C(=C(N2)C)C)=O)F 9-(4-chloro-2-fluoro-phenyl)-2,3-dimethyl-7-[2-(5-methyl-1,2,4-oxadiazol-3-yl)morpholino]pyrimido[1,2-b]pyridazin-4-one